5-(5-(difluoromethyl)-1,2,4-oxadiazol-3-yl)-2,3-dihydrospiro[indene-1,4'-oxazolidin]-2'-one FC(C1=NC(=NO1)C=1C=C2CCC3(NC(OC3)=O)C2=CC1)F